2-acetylnaphthone C(C)(=O)C1C(C2=CC=CC=C2C=C1)=O